CC1CCC(N(C1)C(C(=O)O)=O)C1=CC2=C3N(N=C2C=C1)CCN(C3)C 2-(5-methyl-2-(2-methyl-1,2,3,4-tetrahydropyrazino[1,2-b]indazol-9-yl)piperidin-1-yl)-2-oxoacetic acid